N-(3-methyl-pyridin-2-yl)-5-(5-((tetrahydro-2H-pyran-4-yl)oxy)pyridin-2-yl)-1,2,4-thiadiazol-3-amine CC=1C(=NC=CC1)NC1=NSC(=N1)C1=NC=C(C=C1)OC1CCOCC1